6-{5-chloro-2-[(oxan-4-yl)amino]pyrimidin-4-yl}-2-{2-oxo-2-[(2S)-2-(trifluoromethyl)piperidin-1-yl]ethyl}-2,3-dihydro-1H-isoindol-1-one ClC=1C(=NC(=NC1)NC1CCOCC1)C1=CC=C2CN(C(C2=C1)=O)CC(N1[C@@H](CCCC1)C(F)(F)F)=O